trans-2-[4-[4-(4-Chlorophenyl)-5-(methoxymethyl)-1,2,4-triazol-3-yl]cyclohexyl]oxypyrazin ClC1=CC=C(C=C1)N1C(=NN=C1COC)[C@@H]1CC[C@H](CC1)OC1=NC=CN=C1